trimethyl-n-octylammonium bromide [Br-].C[N+](CCCCCCCC)(C)C